3-(1,4-dimethyl-1H-benzo[d][1,2,3]triazol-5-yl)-3-(3-(((R)-2-ethyl-2,3-dihydrothieno[2',3':4,5]benzo[1,2-f][1,4]oxazepin-4(5H)-yl)methyl)-4-methylphenyl)-2,2-dimethylpropionic acid CN1N=NC2=C1C=CC(=C2C)C(C(C(=O)O)(C)C)C2=CC(=C(C=C2)C)CN2C[C@H](OC1=C(C2)C=C2C(=C1)SC=C2)CC